C[C@@H]1N(CC[C@H](C1)CC1=CC=2N(C=C1)N=CC2N2C(NC(CC2)=O)=O)CC=2C=NC=CC2 1-(5-(((2S,4R)-2-methyl-1-(pyridin-3-ylmethyl)piperidin-4-yl)methyl)pyrazolo[1,5-a]pyridin-3-yl)dihydropyrimidine-2,4(1H,3H)-dione